methyl 4-((3-isopropyl-5-(pyridin-3-yl)pyrazolo[1,5-a]pyrimidin-7-yl)amino)piperidine-1-carboxylate C(C)(C)C=1C=NN2C1N=C(C=C2NC2CCN(CC2)C(=O)OC)C=2C=NC=CC2